C(C)(=O)N1C2=C(OCC1)C(=C(C(=C2)C(=O)OC)[N+](=O)[O-])Br Methyl 4-acetyl-8-bromo-7-nitro-3,4-dihydro-2H-benzo[b][1,4]oxazine-6-carboxylate